C(C)(C)OC1=C(C(=CC=C1)OC(C)C)N1C=CC=C1 1-(2,6-diisopropyloxyphenyl)-pyrrole